dipentyl monoiodophosphate P(=O)(OCCCCC)(OCCCCC)I